(S)-(6-(4-(5-fluoro-2-((tetrahydro-2H-pyran-4-yl)oxy)phenyl)piperidin-1-yl)-2-azaspiro[3.4]octan-2-yl)(1-fluorocyclopropyl)methanone FC=1C=CC(=C(C1)C1CCN(CC1)[C@@H]1CC2(CN(C2)C(=O)C2(CC2)F)CC1)OC1CCOCC1